(9H-fluoren-9-yl)methyl-(2-(2-((6-((4,6-bis(heptadecan-9-yloxy)-1,3,5-triazin-2-yl)amino)hexyl)amino)-2-oxoethoxy)-10,11-dihydro-5H-dibenzo[a,d][7]annulen-5-yl)carbamate C1=CC=CC=2C3=CC=CC=C3C(C12)COC(NC1C2=C(CCC3=C1C=CC(=C3)OCC(=O)NCCCCCCNC3=NC(=NC(=N3)OC(CCCCCCCC)CCCCCCCC)OC(CCCCCCCC)CCCCCCCC)C=CC=C2)=O